6-methoxy-2-methyl-1,2-dihydro-3H-pyrrolo[3,4-c]Pyridin-3-one COC1=CC2=C(C=N1)C(N(C2)C)=O